C(C)(C)(C)OC1=NC=C(C(=N1)OC(C)(C)C)C1=CC2=C(N=N1)N(C(N2)=O)C 3-(2,4-di-tert-butoxypyrimidin-5-yl)-7-methyl-5H-imidazo[4,5-C]pyridazin-6-one